2-(5-acetamido-3-(difluoromethyl)pyrazin-2-yl)-2-oxoethyl (8S)-2-(3-chloro-2-fluoro-6-(1H-tetrazol-1-yl)phenyl)-8-methyl-4-oxo-4,6,7,8-tetrahydropyrrolo[1,2-a]pyrimidine-6-carboxylate ClC=1C(=C(C(=CC1)N1N=NN=C1)C=1N=C2N(C(C1)=O)C(C[C@@H]2C)C(=O)OCC(=O)C2=NC=C(N=C2C(F)F)NC(C)=O)F